2-(7-{[(3R)-1-ethylpiperidin-3-yl]amino}pyrazolo[1,5-d][1,2,4]triazin-4-yl)-5-methoxyphenol C(C)N1C[C@@H](CCC1)NC1=NN=C(C=2N1N=CC2)C2=C(C=C(C=C2)OC)O